CC1=C(C(=CC=C1)C1CCC(CC1)C(F)(F)F)CC(=O)OC methyl 2-(2-methyl-6-(4-(trifluoromethyl)cyclohexyl)phenyl)acetate